benzyl (S)-4-(7-(8-chloronaphthalen-1-yl)-2-(((S)-1-(methyl-d3)pyrrolidin-2-yl)methoxy)-5,6,7,8-tetrahydropyrido[3,4-d]pyrimidin-4-yl)-2-(cyanomethyl)piperazine-1-carboxylate ClC=1C=CC=C2C=CC=C(C12)N1CC=2N=C(N=C(C2CC1)N1C[C@@H](N(CC1)C(=O)OCC1=CC=CC=C1)CC#N)OC[C@H]1N(CCC1)C([2H])([2H])[2H]